(2S,3R)-3-cyclopropyl-3-(3-((4-(5-fluoro-2-methoxypyridin-4-yl)-3-((isopropyl((2S,3R,4R,5R)-2,3,4,5,6-pentahydroxyhexyl)amino)methyl)benzoyl)oxy)phenyl)-2-methylpropanoic acid C1(CC1)[C@H]([C@@H](C(=O)O)C)C1=CC(=CC=C1)OC(C1=CC(=C(C=C1)C1=CC(=NC=C1F)OC)CN(C[C@@H]([C@H]([C@@H]([C@@H](CO)O)O)O)O)C(C)C)=O